CN1N=CC(=C1)C=1C=C(C=2N(C1)N=CC2C#N)C=2C=NC(=CC2)N2CC1CCC(C2)N1CC1=CC=C(C=C1)S(=O)(=O)C 6-(1-methyl-1H-pyrazol-4-yl)-4-(6-(8-(4-(methylsulfonyl)benzyl)-3,8-diazabicyclo[3.2.1]octan-3-yl)pyridin-3-yl)pyrazolo[1,5-a]pyridine-3-carbonitrile